m-xylylenediamine germanium chloride [Ge](Cl)Cl.C1(=CC(=CC=C1)CN)CN